C(C)(C)(C)C1=CC=C2C(=CC=C3C4=C(C=CC5=C(C=CC(C1=C23)=C45)C(C)(C)C)C(C)(C)C)C(C)(C)C 1,4,7,10-tetra-tert-butylperylene